C(C)(C)(C)C1=C(C(=CC(=C1)CN(C)C)C(C)(C)C)O 2,6-di-tert.-butyl-4-dimethylaminomethylphenol